tri-pentyl-ammonium C(CCCC)[NH+](CCCCC)CCCCC